tert-Butyl N-[2-[2-[1-(trifluoromethyl)cyclopropyl]ethylamino]ethyl]carbamate FC(C1(CC1)CCNCCNC(OC(C)(C)C)=O)(F)F